Tert-butyl 2-oxo-3-((4,4,5,5-tetramethyl-1,3,2-dioxaborolan-2-yl)methyl)-2,3-dihydro-1H-benzo[d]imidazole-1-carboxylate O=C1N(C2=C(N1C(=O)OC(C)(C)C)C=CC=C2)CB2OC(C(O2)(C)C)(C)C